1-Hexyl-3-butylpiperidinium triflat [O-]S(=O)(=O)C(F)(F)F.C(CCCCC)[NH+]1CC(CCC1)CCCC